Br.C(C=C)(=O)NN acrylhydrazide hydrogen bromide salt